Di-n-propylisocinchomeronat C(CC)OC(C1=NC=C(C=C1)C(=O)OCCC)=O